N1=CC=C(C=C1)[C@@H]1[C@H](C1)C=1C=2N(N=C(C1)C=1C(NC(NC1)=O)=O)C=CN2 5-[8-[(1S,2S)-2-(4-pyridyl)cyclopropyl]imidazo[1,2-b]pyridazin-6-yl]-1H-pyrimidine-2,4-dione